(4-(2-Chlorophenyl)-3,4-dihydroquinoxaline-1(2H)-yl)(morpholino)methanone ClC1=C(C=CC=C1)N1CCN(C2=CC=CC=C12)C(=O)N1CCOCC1